2-(2,6-dioxopiperidin-3-yl)-1,3-dioxoisoindoline-5-Carboxylic acid O=C1NC(CCC1N1C(C2=CC=C(C=C2C1=O)C(=O)O)=O)=O